FC1=C(C=CC(=C1)F)C1=NC(=NC2=NC(=C(N=C12)C)C)[C@@H]1C[C@@H](OCC1)C=1C(NC=CC1)=O 3-[(2R,4S)-4-[4-(2,4-difluorophenyl)-6,7-dimethyl-pteridin-2-yl]Tetrahydropyran-2-yl]-1H-pyridin-2-one